S(C)(=O)(=O)O.S(C)(=O)(=O)O.S(C)(=O)(=O)O.C(C1=CC=CC=C1)(=O)N benzamide trimesylate